N-(3-carbamoyloxetan-3-yl)-2-methyl-5-((2-methylthiazol-5-yl)methoxy)benzofuran C(N)(=O)C1(COC1)N1C(SC(=C1)COC=1C=CC2=C(C=C(O2)C)C1)C